C(CCC)C=C(C1=CC=CC=C1)C butyl-α-methylstyrene